ClC=1C=CC(=C(C(=O)O)C1)NC1=C(C=NC2=CC(=C(C=C12)Cl)C(F)(F)F)S(=O)(=O)N1CCSCC1 5-chloro-2-[[6-chloro-3-thiomorpholinylsulfonyl-7-(trifluoromethyl)-4-quinolinyl]amino]benzoic acid